O=C(/C=C/CN1N=C2C(=CC=CC2=C1)C(=O)N)N1CCN(CC1)C1=NC=C(C=N1)C(F)(F)F (E)-2-(4-oxo-4-(4-(5-(trifluoromethyl)pyrimidin-2-yl)piperazin-1-yl)but-2-en-1-yl)-2H-indazole-7-carboxamide